C(C)(C)(C)OC(C1=NC(=CC=C1)CO)=O 6-(hydroxymethyl)picolinic acid tert-butyl ester